1,3-bis(1,1,3,3-tetramethylbutyl)imidazolium CC(CC(C)(C)C)(C)N1C=[N+](C=C1)C(CC(C)(C)C)(C)C